NC1=C(C(=O)O)C=C(C(=C1I)C(=O)O)I 2-amino-3,5-diiodoterephthalic acid